F[C@H]1CN(CCC1)C1=C(N)C=C(C=C1)C(F)(F)F (R)-2-(3-Fluoropiperidin-1-yl)-5-(trifluoromethyl)aniline